[C@H]12CN(C[C@H](CC1)N2)C=2C1=C(N=C(N2)OCC2=CC3=C(N2)C=C(O3)Cl)C(=C(N=C1)C=1C=C(C=C(C1C(F)(F)F)Cl)O)F 3-(4-((1R,5S)-3,8-Diazabicyclo[3.2.1]octan-3-yl)-2-((2-chloro-4H-furo[3,2-b]pyrrol-5-yl)methoxy)-8-fluoropyrido[4,3-d]pyrimidin-7-yl)-5-chloro-4-(trifluoromethyl)phenol